1-(3-Bromo-4-methoxybenzo[b]thiophen-5-yl)-2,2,2-trifluoroethan-1-ol BrC=1C2=C(SC1)C=CC(=C2OC)C(C(F)(F)F)O